N-ethyl-3-aminopropyltri-n-propoxysilane C(C)NCCC[Si](OCCC)(OCCC)OCCC